[Li+].FC(C=1[N-]C(=C(N1)C#N)C#N)(F)F 2-trifluoromethyl-4,5-dicyanoimidazolate lithium